FC(C1=CC=C(C=C1)S(=O)(=O)N1C=2N(CC(C1)CNC(C=C)=O)N=CC2)(F)F N-((4-((4-(trifluoromethyl)phenyl)sulfonyl)-4,5,6,7-tetrahydropyrazolo[1,5-a]pyrimidin-6-yl)methyl)acrylamide